CC1=C(C=C(S1)C(=O)O)NC1=NC=C2N(C(N(C2=N1)C1CCO1)=O)C 5-methyl-4-[(7-methyl-9-(oxetan-4-yl)-8-oxo-8,9-dihydro-7h-purin-2-yl)amino]thiophene-2-carboxylic acid